C[C@H]1N(CCOC1)C1=CC(=C2C(=N1)N(C=C2)C2=NNC=C2)C2=C(C=CC=C2)S(=O)(=O)C (R)-3-methyl-4-(4-(2-(methylsulfonyl)phenyl)-1-(1H-pyrazol-3-yl)-1H-pyrrolo[2,3-b]pyridin-6-yl)morpholine